2-((4-fluorophenyl)amino)pyrimidine-4-carboxylic acid FC1=CC=C(C=C1)NC1=NC=CC(=N1)C(=O)O